methyl (1S,2S)-2-(2',3-dichloro-3'-fluoro-5',6-dimethyl-2-oxo-2H-[1,4'-bipyridin]-4-yl)cyclopropane-1-carboxylate ClC1=NC=C(C(=C1F)N1C(C(=C(C=C1C)[C@@H]1[C@H](C1)C(=O)OC)Cl)=O)C